NCC1=CC=C(C=C1)CCNC1=C2C(N(C(C2=CC=C1)=O)C1C(NC(CC1)=O)=O)=O 4-[2-[4-(Aminomethyl)phenyl]ethylamino]-2-(2,6-dioxo-3-piperidyl)isoindoline-1,3-dione